N2-methyl-N2-[2-(dimethylamino)ethyl]-6-isopropyloxy-N5-[4-(1-methyl-5-fluoro-1H-indol-3-yl)pyrimidin-2-yl]-3-nitropyridin-2,5-diamine CN(C1=NC(=C(C=C1[N+](=O)[O-])NC1=NC=CC(=N1)C1=CN(C2=CC=C(C=C12)F)C)OC(C)C)CCN(C)C